1-(2-chloro-3,5-dihydroxyphenyl)-3-(6-methoxynaphthalen-2-yl)-(2E)-2-propen-1-one ClC1=C(C=C(C=C1O)O)C(\C=C\C1=CC2=CC=C(C=C2C=C1)OC)=O